C1[C@H](C2=C(C=C(C=C2O)O)[C@@H]3[C@H](OC4=CC(=CC1=C34)O)C5=CC=C(C=C5)O)C6=CC=C(C=C6)O The molecule is a heterotetracyclic stilbenoid that is a homodimer obtained by cyclodimerisation of resveratrol. It has a role as a plant metabolite and a lipoxygenase inhibitor. It is a polyphenol, a stilbenoid and an organic heterotetracyclic compound. It derives from a resveratrol.